NC1=C(C(=NC=C1)C1=NC(=CC=C1)C)C=1C=CC=2N(C1)C(=CN2)C(=O)N 6-(4-Amino-6'-methyl-[2,2'-bipyridin]-3-yl)imidazo[1,2-a]pyridin-3-carboxamid